2-(6-methylpyrimidin-4-yl)-N-(tetrahydro-2H-pyran-4-yl)-1H-pyrrolo[3,2-c]pyridin-6-amine CC1=CC(=NC=N1)C1=CC=2C=NC(=CC2N1)NC1CCOCC1